CC1(OB(OC1(C)C)C1=CC=C2N=CC(=NC2=C1)N1CCOCC1)C 4-(7-(4,4,5,5-tetramethyl-1,3,2-dioxaborolan-2-yl)quinoxalin-2-yl)morpholine